N-[[4-[[(2-pyridylmethyl)amino]methyl]phenyl]methyl]-N-(5,6,7,8-tetrahydro-8-quinolinyl)-glycinamide N1=C(C=CC=C1)CNCC1=CC=C(C=C1)CN(C(CN)=O)C1CCCC=2C=CC=NC12